CC1=CC(=NN1C1=CC=C(C=C1)OC(F)(F)F)N1C[C@H]2N(CC1)C[C@H](C2)N2CCOCC2 [(7S,8aS)-2-[5-methyl-1-[4-(trifluoromethoxy)phenyl]pyrazol-3-yl]-3,4,6,7,8,8a-hexahydro-1H-pyrrolo[1,2-a]pyrazin-7-yl]morpholine